2-(2,6-dioxopiperidin-3-yl)-5-((5-(6-(3-((5-(5-methyl-5H-pyrido[4,3-b]indol-7-yl)pyridin-2-yl)oxy)azetidine-1-carbonyl)-2-azaspiro[3.3]heptan-2-yl)pentyl)oxy)isoindoline-1,3-dione O=C1NC(CCC1N1C(C2=CC=C(C=C2C1=O)OCCCCCN1CC2(C1)CC(C2)C(=O)N2CC(C2)OC2=NC=C(C=C2)C=2C=CC=1C3=C(N(C1C2)C)C=CN=C3)=O)=O